1-((1R,3s,5S)-3-(methyl(4-((5-methyl-1H-pyrazol-3-yl)amino)-6-(((R)-tetrahydrofuran-3-yl)oxy)pyrimidin-2-yl)amino)-9-azabicyclo[3.3.1]nonan-9-yl)propan-1-one CN(C1C[C@H]2CCC[C@@H](C1)N2C(CC)=O)C2=NC(=CC(=N2)NC2=NNC(=C2)C)O[C@H]2COCC2